FC1=CC=CC=2C(=NC(C(NC21)=O)NC(=O)C=2C(=NN1C2OCCC[C@H]1C)C1=C(C=CC=C1)F)C1=CC=CC=C1 |o1:25| (8R*)-N-(9-fluoro-2-oxo-5-phenyl-1,3-dihydro-1,4-benzodiazepin-3-yl)-2-(2-fluorophenyl)-8-methyl-5,6,7,8-tetrahydropyrazolo[5,1-b][1,3]oxazepine-3-carboxamide